1,1-difluoro-N-((6S,7S)-5-((R)-2-fluoropropanoyl)-6-((2,3',5'-trifluoro-[1,1'-biphenyl]-3-yl)methyl)-5-azaspiro[2.4]heptan-7-yl)methanesulfonamide FC(S(=O)(=O)N[C@@H]1[C@@H](N(CC12CC2)C([C@@H](C)F)=O)CC=2C(=C(C=CC2)C2=CC(=CC(=C2)F)F)F)F